(4-(3-amino-4-(4-aminophenyl)-1-methyl-1H-indazol-6-yl)-3,6-dihydropyridin-1(2H)-yl)-2-methylpropan-1-one NC1=NN(C2=CC(=CC(=C12)C1=CC=C(C=C1)N)C=1CCN(CC1)C(C(C)C)=O)C